4-(4-Acryloylpiperazin-1-yl)-7-(2-amino-7-fluorobenzo[d]thiazol-4-yl)-6-chloro-8-fluoro-2-methylquinoline C(C=C)(=O)N1CCN(CC1)C1=CC(=NC2=C(C(=C(C=C12)Cl)C1=CC=C(C2=C1N=C(S2)N)F)F)C